N1[C-]=[NH+]C=C1 1H-imidazol-3-ium-2-ide